CC1(OB(OC1(C)C)C=1C=NN(C1)C(C)C1CCN(CC1)C(=O)OC(C)(C)C)C tert-butyl 4-(1-(4-(4,4,5,5-tetramethyl-1,3,2-dioxaborolan-2-yl)-1H-pyrazol-1-yl)ethyl)piperidine-1-carboxylate